FC1=CC=CC=2N=C(OC(C21)=O)C 5-fluoro-2-methyl-4H-benzo[d][1,3]oxazine-4-one